zinc(II) 2,3,7,8,12,13,17,18-octaethyl-21H,23H-porphyrin C(C)C1=C2NC(=C1CC)C=C1C(=C(C(=N1)C=C1C(=C(C(N1)=CC=1C(=C(C(N1)=C2)CC)CC)CC)CC)CC)CC.[Zn+2]